ClC1=C(C=C2C(=NC=NC2=C1)OC=1C=C(C(=O)NC2=CC(=C(C=C2)CN2CCN(CC2)CC)C(F)(F)F)C=CC1C)OC 3-(7-chloro-6-methoxyquinazolin-4-yloxy)-N-(4-((4-ethylpiperazin-1-yl)methyl)-3-(trifluoromethyl)phenyl)-4-methylbenzamide